tert-butyl (6RS)-2-[2-fluoro-4-(trifluoromethyl)phenyl]-6-methyl-3-(pyridin-4-yl)-6,7-dihydropyrazolo[1,5-a]pyrazine-5(4H)-carboxylate FC1=C(C=CC(=C1)C(F)(F)F)C1=NN2C(CN([C@@H](C2)C)C(=O)OC(C)(C)C)=C1C1=CC=NC=C1 |r|